1-(Carboxymethyl)imidazole hydrochloride Cl.C(=O)(O)CN1C=NC=C1